ClC(C(O[C@@H]1[C@@H]([C@@H](O[C@]2([C@H](OCC3=CC=CC=C3)[C@@H](OCC3=CC=CC=C3)[C@@H](OC(CCC(=O)C)=O)[C@H](O2)C(=O)[O-])CC2=CC=CC=C2)[C@@H](OCC2=CC=CC=C2)[C@H](O1)COCC1=CC=CC=C1)NC(C(Cl)(Cl)Cl)=O)=N)(Cl)Cl (Benzyl 2,3-di-O-benzyl-4-O-levulinoyl-β-D-galactopyranosyluronate)-(1→3)-4,6-di-O-benzyl-2-deoxy-2-trichloroacetamido-α-D-galactopyranosyl trichloroacetimidate